(E)-ethyl 5-(2-(dimethylamino)vinyl)-2,4-dinitrobenzoate CN(/C=C/C=1C(=CC(=C(C(=O)OCC)C1)[N+](=O)[O-])[N+](=O)[O-])C